(R)-6-(2-(3'-chloro-[1,1'-biphenyl]-3-yl)-2-hydroxyacetyl)-2-(1-(5-isopropylpyridin-3-yl)cyclopropyl)-3,5,6,7,8,9-hexahydro-4H-pyrimido[5,4-c]azepin-4-one ClC=1C=C(C=CC1)C1=CC(=CC=C1)[C@H](C(=O)N1CC2=C(CCC1)N=C(NC2=O)C2(CC2)C=2C=NC=C(C2)C(C)C)O